2-(3,4-dimethylphenyl)-5-methyl-1H-pyrazol-3(2H)-one CC=1C=C(C=CC1C)N1NC(=CC1=O)C